NC1=CC2=C(N(N=C2C(=C1)N[C@H]1[C@H](CN(CC1)C)F)C1=NN=C(S1)CNC(=O)C=1C=NN(C1)C(C)(C)C)C=C N-((5-(5-amino-7-(((3S,4R)-3-fluoro-1-methylpiperidin-4-yl)amino)-3-vinyl-2H-indazol-2-yl)-1,3,4-thiadiazol-2-yl)methyl)-1-(tert-butyl)-1H-pyrazole-4-carboxamide